(1,2,5-oxadiazol-3-yl)benzamide 4-methoxyphenyl-(morpholino)-phosphinodithioate COC1=CC=C(C=C1)P(=S)(S)N1CCOCC1.O1N=C(C=N1)C1=C(C(=O)N)C=CC=C1